NC(CS)CS CysteineThiol